O1CCNCCCCCCC(CC1=O)=O 1-oxa-4-azacyclotridecane-11,13-dione